methyl-3-methylpiperidine-4-carboxylate COC(=O)C1C(CNCC1)C